COC1CN(C1)C(=O)[O-] 3-methoxyazetidine-1-carboxylate